IC1=NC(=C(N=C1I)I)I 2,3,5,6-tetraiodopyrazine